FC1=C(C=CC=C1)C1=C(C(=NC=C1)[C@@H]1N(CCC1)C)NC(=O)C=1C=NC(=NC1)C(C)C |r| (+-)-N-(4-(2-fluorophenyl)-2-(1-methylpyrrolidin-2-yl)pyridin-3-yl)-2-isopropylpyrimidine-5-carboxamide